2-((S)-1-[1,4]Dioxan-2-ylmethoxy)-9-(4-hydroxy-4-methyl-pentyl)-6,7-dihydro-pyrimido[6,1-a]isoquinolin-4-one O1[C@@H](COCC1)COC1=NC(N2C(C3=CC=C(C=C3CC2)CCCC(C)(C)O)=C1)=O